O=C1NC(=NC=2CCCCC12)NCCCNC(OC(C)(C)C)=O tert-butyl N-[3-[(4-oxo-5,6,7,8-tetrahydro-3H-quinazolin-2-yl)amino]propyl]carbamate